C1(=CC=CC=C1)C(C(C#N)C#N)C1CCOCC1 2-(phenyl-(tetrahydro-2H-pyran-4-yl)methyl)malononitrile